ClC=1C(=CC(=C(C1)NC1=NC=NC2=CC(=C(C=C12)NC(/C(=C/[C@@H]1N(CCC1)C)/F)=O)OC)OC)OC1=CC2=C(N(C=N2)C)C=C1 (R,Z)-N-(4-((5-chloro-2-methoxy-4-((1-methyl-1H-benzo[d]imidazol-5-yl)oxy)phenyl)amino)-7-methoxy-quinazolin-6-yl)-2-fluoro-3-(1-methylpyrrolidin-2-yl)acrylamide